ClC=1C=C(C=CC1Cl)NC(=O)NC1=C(C=CC(=C1)C(=O)N1CCC(CC1)C1=CC=C(C=C1)OC=1N=NC(=CC1)C(F)(F)F)N1CCN(CC1)CC 1-(3,4-dichlorophenyl)-3-(2-(4-ethylpiperazin-1-yl)-5-(4-(4-((6-(trifluoromethyl)pyridazin-3-yl)oxy)-phenyl)piperidine-1-carbonyl)phenyl)urea